tert-butyl (2R)-2-[(E)-2-cyanovinyl]morpholine-4-carboxylate C(#N)/C=C/[C@@H]1CN(CCO1)C(=O)OC(C)(C)C